N-[4-chloro-5-fluoro-2-[[(1S)-3-(methylamino)-1-[[(3S,5R)-5-methyl-2-oxo-pyrrolidin-3-yl]methyl]-2,3-dioxo-propyl]carbamoyl]phenyl]-6-(trifluoromethyl)pyridine-3-carboxamide ClC1=CC(=C(C=C1F)NC(=O)C=1C=NC(=CC1)C(F)(F)F)C(N[C@H](C(C(=O)NC)=O)C[C@H]1C(N[C@@H](C1)C)=O)=O